[N+](=O)([O-])CC(C=1SC=CC1)C1=C(NC2=C(C=CC=C12)B(O)O)C1=CC=CC=C1 (3-(2-nitro-1-(thiophen-2-yl)ethyl)-2-phenyl-1H-indol-7-yl)boronic acid